(2S)-2-{[2-(3-cyanophenyl)[1,2,4]triazolo[1,5-c]quinazolin-5-yl]amino}butanamide C(#N)C=1C=C(C=CC1)C1=NN2C(=NC=3C=CC=CC3C2=N1)N[C@H](C(=O)N)CC